5-((3-bromo-4-(bromomethyl)benzyl)oxy)-2-(tert-butyl)-4-chloropyridazin-3(2H)-one BrC=1C=C(COC2=C(C(N(N=C2)C(C)(C)C)=O)Cl)C=CC1CBr